CNS(=O)(=O)C1=CC=C(C=C1)C=1N=C(SC1)NC1=CC=C(C=C1)S(N)(=O)=O N-methyl-4-(2-((4-sulfamoylphenyl)amino)thiazol-4-yl)benzenesulfonamide